3-(cyclohexyl-(hydroxy)methyl)quinoxalin-2(1H)-one C1(CCCCC1)C(C=1C(NC2=CC=CC=C2N1)=O)O